COC=1C(=CC2=C(N=C(S2)NC(C(OCCOC)C2=CC=C(C=C2)S(=O)(=O)CC)=O)C1)OC N-(5,6-dimethoxybenzothiazol-2-yl)-2-[4-(ethylsulfonyl)phenyl]-2-(2-methoxyethoxy)acetamide